CC1(N(CC2=C1N=C(N=C2N2[C@@H](COCC2)C)C2=C1CC(NC1=CC=C2)=O)C(C)=O)C (R)-7,7-dimethyl-2-(1H-indol-2-one-4-yl)-6-acetyl-4-(3-methylmorpholin-4-yl)-6,7-dihydro-5H-pyrrolo[3,4-d]pyrimidine